C(C)(C)(C)C1N(CCC(C1N1C=NC2=C(C1=O)SC(=C2)Br)O)C(=O)OC[C@@H]2[C@H]([C@H]([C@@H](O2)N2C(=O)NC(=O)C(=C2)C(N)CCC(=C)C)O)O 5-(Isopentenyl-aminomethyl)uridine tert-butyl-(trans)-3-{6-bromo-4-oxothieno[3,2-d]pyrimidin-3-yl}-4-hydroxypiperidine-1-carboxylate